(1R,2S,5R)-N-(2-(pyridine-2-yl)ethyl)menthylcarboxamide N1=C(C=CC=C1)CCNC(=O)C1C[C@@H](CCC1C(C)C)C